FC1=C(C=CC(=C1)[N+](=O)[O-])C(=O)N1C(CN(CC1)C)C1=CC=CC=C1 (2-fluoro-4-nitrophenyl)-(4-methyl-2-phenylpiperazin-1-yl)methanone